isobutyl L-alaninate N[C@@H](C)C(=O)OCC(C)C